3-({[(4S)-7-[(3-fluorophenyl)thio]-3,4-dihydro-2H-1-benzopyran-4-yl]methyl}amino)pyridine-4-carboxylic acid FC=1C=C(C=CC1)SC1=CC2=C([C@H](CCO2)CNC=2C=NC=CC2C(=O)O)C=C1